BrC=1SC=2CN(CCC2N1)C(=O)C=1NC2=CC=CC=C2C1 (2-bromo-6,7-dihydrothiazolo[5,4-c]pyridin-5(4H)-yl)(1H-indol-2-yl)methanone